O[C@@]1(C(N(CC1)C)=O)C1=CC(=NO1)C1=CC=CC(=N1)C1=NC(=NC=C1)N[C@H](C(=O)N(C)C)C (S)-2-((4-(6-(5-((R)-3-Hydroxy-1-methyl-2-oxopyrrolidin-3-yl)isoxazol-3-yl)pyridin-2-yl)pyrimidin-2-yl)amino)-N,N-dimethylpropanamide